sodium iminodiacetic acid dihydrate O.O.N(CC(=O)O)CC(=O)O.[Na]